BrC1=CC=C(C=C1)NC(N(C=1SC=C(N1)C)C(C)CCO[Si](C)(C)C(C)(C)C)=O 3-(4-bromophenyl)-1-(4-((tert-butyldimethylsilyl)oxy)butan-2-yl)-1-(4-methylthiazol-2-yl)urea